C(C)(C)(C)OC(=O)NCCCC[C@H](NC([C@@H](NC(COCC(NCCOCCOCCOCCOCCOCCOCCOCCOCCNC(CCCC#CC=1C=NC(=NC1)SC)=O)=O)=O)C(C)C)=O)C(=O)O N6-(tert-butoxycarbonyl)-N2-((39-(2-(methylthio)pyrimidin-5-yl)-5,34-dioxo-3,9,12,15,18,21,24,27,30-nonaoxa-6,33-diazanonatriacont-38-ynoyl)-L-valyl)-L-lysine